NCC=1C=CC(=NC1)C1=CC(=C(C#N)C=C1)F 4-(5-(aminomethyl)pyridin-2-yl)-2-fluorobenzonitrile